C[C@@]1(CNCCOC1)O (6S)-6-methyl-1,4-oxazepan-6-ol